Ethyl-2,2-difluoropropionat C(C)OC(C(C)(F)F)=O